tert-butyl-rel-(2R,3R)-3-(2-hydroxyethyl)-3-nitro-2-({[(CIS)-4-phenylcyclohexyl]oxy}methyl)piperidine-1-carboxylate C(C)(C)(C)OC(=O)N1[C@H]([C@](CCC1)([N+](=O)[O-])CCO)CO[C@@H]1CC[C@@H](CC1)C1=CC=CC=C1 |o1:8,9|